Phenyl-(4-(pyrimidin-2-yl)piperazin-1-yl-2-d)methanone C1(=CC=CC=C1)C(=O)N1C(CN(CC1)C1=NC=CC=N1)[2H]